3-(1-cyclopropyl-3,3,3-trifluoropropyl)-1-ethyl-1-(2,2,2-trifluoro-1-(5-methoxy-4-(8-methoxyimidazo[1,2-a]pyrazin-6-yl)pyridin-2-yl)ethyl)urea C1(CC1)C(CC(F)(F)F)NC(N(C(C(F)(F)F)C1=NC=C(C(=C1)C=1N=C(C=2N(C1)C=CN2)OC)OC)CC)=O